(S)-3-(2-chloroethyl)-1-methyl-1-(2-((7-(8-methylnaphthalen-1-yl)-2-((1-methylpyrrolidin-2-yl)methoxy)-5,6,7,8-tetrahydropyrido[3,4-d]pyrimidin-4-yl)amino)ethyl)urea ClCCNC(N(CCNC=1C2=C(N=C(N1)OC[C@H]1N(CCC1)C)CN(CC2)C2=CC=CC1=CC=CC(=C21)C)C)=O